(5-tert-butyl-2H-pyrazol-3-yl)-3-{4-[5-(2-{3-[2-(2,6-dioxopiperidin-3-yl)-1,3-dioxo-2,3-dihydro-1H-isoindol-4-yl]-prop-2-ynyloxy}-ethoxy)-benzimidazol-1-yl]-phenyl}-urea C(C)(C)(C)C=1C=C(NN1)NC(=O)NC1=CC=C(C=C1)N1C=NC2=C1C=CC(=C2)OCCOCC#CC2=C1C(N(C(C1=CC=C2)=O)C2C(NC(CC2)=O)=O)=O